N-((1r,4r)-4-aminocyclohexyl)-7-(3-(3-chloro-4-methylphenoxy)-5-methylphenyl)-5-methyl-4-oxo-4,5-dihydrothieno[3,2-c]pyridine-2-carboxamide NC1CCC(CC1)NC(=O)C1=CC=2C(N(C=C(C2S1)C1=CC(=CC(=C1)C)OC1=CC(=C(C=C1)C)Cl)C)=O